3-fluoro-N-methyl-4-(4-((3-methyl-2-oxo-4-thioxo-1,2,3,4-tetrahydroquinazolin-7-yl)methyl)piperazin-1-yl)benzamide FC=1C=C(C(=O)NC)C=CC1N1CCN(CC1)CC1=CC=C2C(N(C(NC2=C1)=O)C)=S